2-(4-acetylphenyl)-7,7-dimethyl-10-(3-methylisoxazol-4-yl)-5,12b-dihydro-1H,7H-chromeno[4,3-c][1,2,4]triazolo[1,2-a]pyridazin-1,3(2H)-dione C(C)(=O)C1=CC=C(C=C1)N1C(N2N(CC=C3C2C=2C=CC(=CC2OC3(C)C)C=3C(=NOC3)C)C1=O)=O